C(C)[C@H]1N(C[C@@H](N(C1)C(=O)OC(C)(C)C)C)C(C)C1=C(C=C(C=C1)C(F)(F)F)F tert-butyl (2S,5R)-5-ethyl-4-(1-(2-fluoro-4-(trifluoromethyl) phenyl) ethyl)-2-methylpiperazine-1-carboxylate